[Ag+].S(=O)(=O)([O-])[O-].C(CCCCCCCCCCC)[Na].[Ag+] dodecyl-sodium sulfate silver